5-(4-chloro-2-fluorophenyl)-2,3-dimethyl-7-(3-(1,3-oxazol-5-yl)-1-piperidinyl)pyrido[4,3-d]pyrimidin-4(3H)-one ClC1=CC(=C(C=C1)C1=NC(=CC=2N=C(N(C(C21)=O)C)C)N2CC(CCC2)C2=CN=CO2)F